CN1C(N(C2=C1C=CC(=C2)N2C1=C(OCC2)N=C(N=C1)C=1C=C(C(=NC1)C(=O)O)C)C)=O 5-(5-(1,3-dimethyl-2-oxo-2,3-dihydro-1H-benzo[d]imidazol-5-yl)-6,7-dihydro-5H-pyrimido[4,5-b][1,4]oxazin-2-yl)-3-methylpicolinic acid